i-propyl-lithium C(C)(C)[Li]